(R)-6-(imidazo[1,2-a]pyridine-3-carbonyl)-7-meth-yl-N-(3-(4-methyl-1H-imidazol-1-yl)-5-(trifluoro-methyl)phenyl)-4,5,6,7-tetrahydrothieno[2,3-c]pyridine-3-carboxamide N=1C=C(N2C1C=CC=C2)C(=O)N2[C@@H](C1=C(CC2)C(=CS1)C(=O)NC1=CC(=CC(=C1)C(F)(F)F)N1C=NC(=C1)C)C